methyl 3-(9-((4-(((tert-butoxycarbonyl)amino)methyl)-2,6-dimethylphenyl)carbamoyl)-4,5-dihydrobenzo[b]thieno[2,3-d]oxepin-8-yl)-6-((4-hydroxy-2-methylbutan-2-yl)carbamoyl)picolinate C(C)(C)(C)OC(=O)NCC1=CC(=C(C(=C1)C)NC(=O)C1=CC2=C(OCCC3=C2SC=C3)C=C1C=1C(=NC(=CC1)C(NC(C)(CCO)C)=O)C(=O)OC)C